(S)-6-(3,3-difluoro-4-((1-(2,2,2-trifluoroethyl)-1H-pyrazolo[4,3-c]pyridin-6-yl)oxy)pyrrolidin-1-yl)-2-methyl-[4,5'-bipyrimidine]-2',4'(1'H,3'H)-dione FC1(CN(C[C@@H]1OC1=CC2=C(C=N1)C=NN2CC(F)(F)F)C2=CC(=NC(=N2)C)C=2C(NC(NC2)=O)=O)F